BrC1=C(C=CC2=CC(=CC=C12)Br)O 1,6-dibromo-2-naphthol